N1=CN=C(C2=C1NC=C2)N2CCSC(=C2)C(=O)N2CC1=C(CC2)N=CN1 (4-(7H-pyrrolo[2,3-d]pyrimidin-4-yl)-3,4-dihydro-2H-1,4-thiazin-6-yl)(3,4,6,7-tetrahydro-5H-imidazo[4,5-c]pyridin-5-yl)methanone